aluminum magnesium cobalt oxide [Co]=O.[Mg].[Al]